1-(2-Chloro-6-((4-(((1,1,1,3,3,3-hexafluoropropan-2-yl)oxy)carbonyl)piperazin-1-yl)methyl)phenyl)cyclopentane-1-carboxylic acid ClC1=C(C(=CC=C1)CN1CCN(CC1)C(=O)OC(C(F)(F)F)C(F)(F)F)C1(CCCC1)C(=O)O